BrC=1C=NN(C1)C[C@H](CNC(OC(C)(C)C)=O)O[Si](C)(C)C(C)(C)C tert-butyl (S)-(3-(4-bromo-1H-pyrazol-1-yl)-2-((tertbutyldimethylsilyl)oxy)propyl)carbamate